The molecule is a 3-oxo-fatty acyl-CoA arising from deprotonation of the phosphate and diphosphate functions of 3-oxodocosanoyl-CoA; principal microspecies at pH 7.3. It is an 11,12-saturated fatty acyl-CoA(4-) and a long-chain 3-oxo-fatty acyl-CoA(4-). It is a conjugate base of a 3-oxodocosanoyl-CoA. CCCCCCCCCCCCCCCCCCCC(=O)CC(=O)SCCNC(=O)CCNC(=O)[C@@H](C(C)(C)COP(=O)([O-])OP(=O)([O-])OC[C@@H]1[C@H]([C@H]([C@@H](O1)N2C=NC3=C(N=CN=C32)N)O)OP(=O)([O-])[O-])O